FC=1C(=NC=C(C1)F)CC1CC2(CN(C2)C(=O)N2CC3(C2)CC(C3)C3=NC(=NN3)C3(CC3)O)CC1 [6-[(3,5-difluoro-2-pyridyl)methyl]-2-azaspiro[3.4]octan-2-yl]-[6-[3-(1-hydroxycyclopropyl)-1H-1,2,4-triazol-5-yl]-2-azaspiro[3.3]heptan-2-yl]methanone